ClC=1C=NN(C1CC1N(C(C2=CC=CC=C12)(C)C)CC1=CN=C(S1)O)C 5-((3-((4-chloro-1-methyl-1H-pyrazol-5-yl)methyl)-1,1-dimethylisoindolin-2-yl)methyl)thiazol-2-ol